C(C1=CC=CC=C1)OC=1C(C(=CN2C1C(N1[C@H](C=C[C@]([C@H]2C1)(C)O)C)=O)C(=O)NCC1=C(C(=C(C=C1)F)Cl)F)=O (3S,6S,7R)-12-(benzyloxy)-N-(3-chloro-2,4-difluorobenzyl)-6-hydroxy-3,6-dimethyl-1,11-dioxo-1,6,7,11-tetrahydro-3H-2,7-methanopyrido[1,2-a][1,4]diazonine-10-carboxamide